2-(4-(4-propenoyl-1-piperazinyl)-1-benzyl-7-chloro-6-phthalazinyl)-3-fluorophenol C(C=C)(=O)N1CCN(CC1)C1=NN=C(C2=CC(=C(C=C12)C1=C(C=CC=C1F)O)Cl)CC1=CC=CC=C1